N-(4,4-dimethylcyclohexyl)isobutyramide hydrochloride Cl.CC1(CCC(CC1)NC(C(C)C)=O)C